tert-Butyl (1S,5S)-6-benzyl-3,6-diazabicyclo[3.2.2]nonane-3-carboxylate C(C1=CC=CC=C1)N1[C@@H]2CN(C[C@H](C1)CC2)C(=O)OC(C)(C)C